5,7-dihydroxy-3,4-dihydro-2H-chromene-4-one OC1=C2C(CCOC2=CC(=C1)O)=O